1-(2-((methylsulfinyl)methyl)-4-nitrophenyl)cyclopropane-1-carbonitrile CS(=O)CC1=C(C=CC(=C1)[N+](=O)[O-])C1(CC1)C#N